2-[2-[2-[[4-[4-(6-methoxyimidazo[1,2-a]pyridin-2-yl)phenyl]pyridin-2-yl]-[(2-methylpropan-2-yl)oxycarbonyl]amino]ethoxy]ethoxy]ethyl 4-methylbenzenesulfonate CC1=CC=C(C=C1)S(=O)(=O)OCCOCCOCCN(C(=O)OC(C)(C)C)C1=NC=CC(=C1)C1=CC=C(C=C1)C=1N=C2N(C=C(C=C2)OC)C1